1,1-dimethyl-2-tetralone CC1(C(CCC2=CC=CC=C12)=O)C